heptadecan-9-yl 8-(N-(8-oxo-8-((4-pentylnonyl)oxy) octyl)-2-(pyrrolidin-1-yl)acetamido)octanoate O=C(CCCCCCCN(C(CN1CCCC1)=O)CCCCCCCC(=O)OC(CCCCCCCC)CCCCCCCC)OCCCC(CCCCC)CCCCC